N-(4-((2R,4R)-4-((5-chloro-4-methoxypyrimidin-2-yl)amino)-2-methylpyrrolidine-1-carbonyl)phenyl)acrylamide ClC=1C(=NC(=NC1)N[C@@H]1C[C@H](N(C1)C(=O)C1=CC=C(C=C1)NC(C=C)=O)C)OC